4-((3-(2,2,2-trifluoroethoxy)-4-fluorophenyl)amino)-6-acetylamino-1H-indole-2-carboxylic acid FC(COC=1C=C(C=CC1F)NC1=C2C=C(NC2=CC(=C1)NC(C)=O)C(=O)O)(F)F